ethyl 3-(1-(3-(((tert-butoxycarbonyl) methylamino) methyl)-4-chlorobenzyl)-3-(ethoxycarbonyl) thioureido)-4-methyl-1H-pyrrole-2-carboxylate C(C)(C)(C)OC(=O)CNCC=1C=C(CN(C(=S)NC(=O)OCC)C2=C(NC=C2C)C(=O)OCC)C=CC1Cl